C12C(C3CC(CC(C1)C3)C2)NC(CN2C(C(=CC=C2)NC([C@H](CCC(C(=O)N)=O)NC(=O)C=2OC3=C(C2C)C=CC=C3)=O)=O)=O (S)-N1-(1-(2-(2-Adamantylamino)-2-oxoethyl)-2-oxo-1,2-dihydropyridin-3-yl)-2-(3-methylbenzofuran-2-carboxamido)-5-oxohexandiamid